OC(CO)C1OB(OC(C1O)CO)[C@H](CC(C)C)C1=NOC(C1)C(=O)N (1R)-1-(4-(1,2-dihydroxyethyl)-5-hydroxy-6-(hydroxymethyl)-1,3,2-dioxaborinan-2-yl)-3-methylbutyl-4,5-dihydroisoxazol-5-carboxamide